NC1=NC=CC(=C1)C[C@@H]1[C@H](N(C1=O)C(=O)N[C@H](CC)C1=C(C=CC=C1)C)C(=O)N(C)C1=NN(C=C1)C (2S,3R)-3-((2-aminopyridin-4-yl)methyl)-N2-(1-methyl-1H-pyrazol-3-yl)-N1-((R)-1-(2-methylphenyl)propyl)-N2-methyl-4-oxoazetidine-1,2-dicarboxamide